C(#N)C1=C(C=CC=C1)[C@H]([C@@H](C)C=1N(C(C(=C(N1)C(=O)NC=1C=NOC1)O)=O)C)C=1C=NN(C1)CC1CC1 2-((1s,2r)-1-(2-cyanophenyl)-1-(1-(cyclopropylmethyl)-1H-pyrazol-4-yl)propan-2-yl)-5-hydroxy-N-(isoxazol-4-yl)-1-methyl-6-oxo-1,6-dihydropyrimidine-4-carboxamide